CN1C(CN(CC1)C1=C(C=C(C=C1)[N+](=O)[O-])C)=O 1-methyl-4-(2-methyl-4-nitro-phenyl)piperazin-2-one